ClC1=C(C=2C(=C3N(CCN(C3)C(CC3CCCO3)=O)C2N=C1)C)C 5-(2-(3-chloro-4,5-dimethyl-8,9-dihydropyrido[3',2':4,5]pyrrolo[1,2-a]pyrazin-7(6H)-yl)-2-oxoethyl)tetrahydrofuran